NC1=NC=CC(=C1)N1CCN(CC1)C(=O)OC(C)(C)C tert-butyl 4-(2-aminopyridin-4-yl)piperazine-1-carboxylate